C1(CCCCC1)[C@@H](C)NC(=O)N1C(CC1=O)C(=O)O 1-(((R)-1-cyclohexylethyl)carbamoyl)-4-oxoazetidine-2-carboxylic acid